C(C)(C)(C)OC(=O)N1[C@](C([C@H](C1)C#N)C(C)(C)C)(C(=O)OC(C)(C)C)C(C)(C)C di-tert-butyl-(2S,4R)-4-cyanopyrrolidine-1,2-dicarboxylic acid di-tert-butyl ester